O1CCN(CC1)C=1SC=2C(=NC=C(C2)NC(=O)C2=NC(=CC=C2)C=2C=NNC2)N1 N-(2-morpholinothiazolo[4,5-b]pyridin-6-yl)-6-(1H-pyrazol-4-yl)pyridine-2-carboxamide